COC(=O)C1CN(CCN1C(CCN1C(C2=CC=CC=C2C1=O)=O)=O)C(=O)OC(C)(C)C 4-(3-(1,3-dioxoisoindolin-2-yl)propionyl)piperazine-1,3-dicarboxylic acid 1-tert-butyl 3-methyl ester